C(CC)(=S)SCC1=CC=CC=C1 benzyl dithiopropionate